2,2-diethoxyacetoamidine hydrochloride Cl.C(C)OC(C(=N)N)OCC